tert-butyl (2R)-6-(benzyloxy)-2-{[(tert-butoxycarbonyl)(3-methylbutyl)amino]methyl}-5-[(2-tert-butoxy-2-oxoethyl)(trifluoroacetyl)amino]-4-fluoro-2,3-dihydro-1H-indole-1-carboxylate C(C1=CC=CC=C1)OC1=C(C(=C2C[C@@H](N(C2=C1)C(=O)OC(C)(C)C)CN(CCC(C)C)C(=O)OC(C)(C)C)F)N(C(C(F)(F)F)=O)CC(=O)OC(C)(C)C